[OH-].[NH4+].[NH4+].[OH-] diAmmonium hydroxide